1-bromo-2,6-dimethylbenzene BrC1=C(C=CC=C1C)C